C(C)(C)OC1=CC=C(C(=O)NC=2C=CC=C3C=CC(=NC23)C)C=C1 4-isopropoxy-N-(2-methylquinolin-8-yl)benzamide